tert-butyl (R)-(2-((4-cyano-2,6-difluorobenzyl)(5,6,7,8-tetrahydroquinolin-8-yl)carbamoyl)-6,8-dihydro-1H-furo[3,4-d]pyrrolo[3,2-b]pyridin-5-yl)carbamate C(#N)C1=CC(=C(CN(C(=O)C2=CC3=NC(=C4C(=C3N2)COC4)NC(OC(C)(C)C)=O)[C@@H]4CCCC=2C=CC=NC42)C(=C1)F)F